(2S,3S,4R,5R)-N-ethyl-3,4-dihydroxyl-5-(2-(3-methyl-1H-pyrazol-4-yl)-6-(methylamino)-9H-purin-9-yl)tetrahydrofuran-2-formamide C(C)NC(=O)[C@H]1O[C@H]([C@@H]([C@@H]1O)O)N1C2=NC(=NC(=C2N=C1)NC)C=1C(=NNC1)C